N-([1,1'-Biphenyl]-3-yl)-N-((4'-(dimethylamino)-[1,1'-biphenyl]-4-yl)methyl)cyclohexanecarboxamide C1(=CC(=CC=C1)N(C(=O)C1CCCCC1)CC1=CC=C(C=C1)C1=CC=C(C=C1)N(C)C)C1=CC=CC=C1